CC1=C2C(N(C(=NC2=C(C=C1C)C(C)O)N1CC(CCC1)(C)C)C)=O methyl-2-(3,3-dimethylpiperidin-1-yl)-8-(1-hydroxyethyl)-3,6-dimethylquinazolin-4-one